FC=1C=CC=C2CN(C(C12)=O)C1C(NC(CC1)=O)=O 3-(7-fluoro-1-oxoisoindolin-2-yl)piperidine-2,6-dione